CC1=CN=C(S1)NC1=NC(=CC(=C1)CN1CCN(CC1)CCC#N)NC1CNCCC1 3-(4-((2-((5-methylthiazol-2-yl)amino)-6-(piperidin-3-ylamino)pyridin-4-yl)methyl)piperazine-1-yl)propanenitrile